CN(C(=O)C1=CN=C(S1)N1CCC(CC1)N1C[C@@H](CCC1)C)CC=1C=NC=CC1 N-methyl-2-[(3R)-3-methyl[1,4'-bipiperidin]-1'-yl]-N-(pyridin-3-ylmethyl)-1,3-thiazole-5-carboxamide